Octacosanol C(CCCCCCCCCCCCCCCCCCCCCCCCCCC)O